5-methyl-6-(p-tolyl)imidazo[2,1-b]thiazole CC1=C(N=C2SC=CN21)C2=CC=C(C=C2)C